CN(C=1C=2N(N=CC1C(=O)OCC)C=C(C2)C)C ethyl 4-(dimethylamino)-6-methylpyrrolo[1,2-b]pyridazine-3-carboxylate